COC=1C=C(C=CC1OC)C=1SC=C(N1)CN1CCN(CC1)C1=NC(=NC(=C1)C)N(C)C 4-(4-((2-(3,4-dimethoxyphenyl)thiazol-4-yl)methyl)piperazin-1-yl)-N,N,6-trimethylpyrimidin-2-amine